C(C)C1=C(C(C)=C(C(=C1)CC)N)N 3,5-diethyltoluene-2,6-diamine